tert-butyl (5-((N,N-dimethylsulfamoyl)carbamoyl)oxazol-2-yl)(1,2,3,5,6,7-hexahydro-s-indacen-4-yl)carbamate CN(S(=O)(=O)NC(=O)C1=CN=C(O1)N(C(OC(C)(C)C)=O)C1=C2CCCC2=CC=2CCCC12)C